FC1=NC=CC(=C1)C(C(=O)OC)(C)C methyl 2-(2-fluoropyridin-4-yl)-2-methylpropanoate